(2S)-N,N-dimethyl-1-[(6Z,9Z,12Z)-octadec-6,9,12-trien-1-yloxy]-3-(octyloxy)propan-2-amine CN([C@H](COCCCCC\C=C/C\C=C/C\C=C/CCCCC)COCCCCCCCC)C